C(CCCC=C)[SiH](O[Si](O[Si](C)(C)C)(O[Si](C)(C)C)C)O[Si](O[Si](C)(C)C)(O[Si](C)(C)C)C 5-(hex-5-en-1-yl)-1,1,1,3,7,9,9,9-octamethyl-3,7-bis((trimethylsilyl)oxy)pentasiloxane